2-(3,4-bis(benzyloxy)phenyl)-6-(3-hydroxyphenyl)-4H-chromen-4-one C(C1=CC=CC=C1)OC=1C=C(C=CC1OCC1=CC=CC=C1)C=1OC2=CC=C(C=C2C(C1)=O)C1=CC(=CC=C1)O